C(C)(=O)C=1NC=C(N1)CO 2-acetyl-4-hydroxymethyl-imidazole